(6,7-dichloro-1,3,4,5-tetrahydro-2H-pyrido[4,3-b]indol-2-yl)(5-(4-(2-hydroxyethyl)piperazin-1-yl)pyrimidin-2-yl)methanone ClC1=C(C=CC=2C3=C(NC12)CCN(C3)C(=O)C3=NC=C(C=N3)N3CCN(CC3)CCO)Cl